5-amino-N1,N3-bis(2,3-dihydroxypropyl)-2,4-diiodoisophthalamide ethyl-(2S,3S)-3-(((S)-4-methyl-1-oxo-1-((3-(piperidin-1-yl)propyl)amino)pentan-2-yl)carbamoyl)oxirane-2-carboxylate C(C)OC(=O)[C@H]1O[C@@H]1C(N[C@H](C(NCCCN1CCCCC1)=O)CC(C)C)=O.NC=1C(=C(C(=C(C(=O)NCC(CO)O)C1)I)C(=O)NCC(CO)O)I